C(C)OC1C(C(C1)=O)C 3-ethoxy-2-methyl-cyclobutanone